O1N(CCC1)C(=O)C=1C=C(C(N(C1C)C1=CC(=CC=C1)C(F)(F)F)=O)C(=O)NCC1=CC=C(C=C1)S(=O)(=O)C 5-(isoxazolidin-2-ylcarbonyl)-6-methyl-N-[4-(methylsulfonyl)benzyl]-2-oxo-1-[3-(trifluoromethyl)phenyl]-1,2-dihydropyridine-3-carboxamide